ethyl 2-(2-((7-(3-(aminomethyl)phenyl)benzofuran-5-yl)methoxy)-4-((bis(benzyloxy)phosphorylamino)methyl)phenyl)acetate NCC=1C=C(C=CC1)C1=CC(=CC=2C=COC21)COC2=C(C=CC(=C2)CNP(=O)(OCC2=CC=CC=C2)OCC2=CC=CC=C2)CC(=O)OCC